2-cyclopropyl-5-benzyl-8-fluoro-N-[6-(4-isopropyl-4H-1,2,4-triazol-3-yl)pyridin-2-yl]-5,6-dihydro-4H-benzo[f]imidazo[1,2-a][1,4]diazepine-9-carboxamide C1(CC1)C=1N=C2N(C3=C(CN(C2)CC2=CC=CC=C2)C=C(C(=C3)C(=O)NC3=NC(=CC=C3)C3=NN=CN3C(C)C)F)C1